C/C(/CCC=O)=C/C1=CC=C(C=C1)C (Z)-4-methyl-5-(p-tolyl)pent-4-enal